BrC1=NC=CC(=C1)OC1CCOCC1 2-bromo-4-((tetrahydro-2H-pyran-4-yl)oxy)pyridine